C=1(C(=CC=C2C=C3C=CC=CC3=CC12)C(=O)O)C(=O)O.[NH4+] ammonium anthracenedicarboxylic acid